C(C)C(=C)CCCCCCCC 2-ethyl-1-decene